butyric acid n-butyl ester C(CCC)OC(CCC)=O